3,5,7-trihydroxyflavone OC1=C(OC2=CC(=CC(=C2C1=O)O)O)C1=CC=CC=C1